C(C)(C)C1=C(C(=CC=C1)C(C)C)NC(=O)NS(=O)(=O)C=1SC=C(C1)C1(CC1)O N-(2,6-diisopropylphenyl-carbamoyl)-4-(1-hydroxycyclopropyl)thiophene-2-sulfonamide